4-[1-[4-[[3-(2,3-difluoro-4-methoxyphenyl)imidazo[1,2-a]pyrazin-8-yl]amino]-2-methylbenzoyl]piperidine-4-carbonyl]-1-methylpiperazine-2-carboxylic acid FC1=C(C=CC(=C1F)OC)C1=CN=C2N1C=CN=C2NC2=CC(=C(C(=O)N1CCC(CC1)C(=O)N1CC(N(CC1)C)C(=O)O)C=C2)C